BrC=1C(=NN(C1)C1OCCCC1)[N+](=O)[O-] 4-bromo-3-nitro-1-(tetrahydro-2H-pyran-2-yl)-1H-pyrazole